Di(p-nitrophenyl) carbonate C(OC1=CC=C(C=C1)[N+](=O)[O-])(OC1=CC=C(C=C1)[N+](=O)[O-])=O